(R)-4-(5-bromo-1-(phenylsulfonyl)-1H-pyrrolo[2,3-b]pyridin-3-yl)-N-methyl-N-((tetrahydrofuran-3-yl)methyl)benzamide BrC=1C=C2C(=NC1)N(C=C2C2=CC=C(C(=O)N(C[C@@H]1COCC1)C)C=C2)S(=O)(=O)C2=CC=CC=C2